(S)-N-(2-(4-(4-cyclopropylpiperazin-1-yl)piperidin-1-yl)-5-((6-(3-(3-(3-fluorophenoxy)benzyl)isoxazolidin-2-yl)pyrimidin-4-yl)amino)-4-methoxyphenyl)acrylamide C1(CC1)N1CCN(CC1)C1CCN(CC1)C1=C(C=C(C(=C1)OC)NC1=NC=NC(=C1)N1OCC[C@@H]1CC1=CC(=CC=C1)OC1=CC(=CC=C1)F)NC(C=C)=O